NC(CS(=O)(=O)O)C1=CC=CC=C1 β-amino-benzeneethanesulfonic acid